2-((8-methoxy-6-(8-methyl-2,3-dihydro-1H-pyrido[2,3-b][1,4]oxazin-7-yl)-2,7-naphthyridin-3-yl)amino)-6-methyl-5,6-dihydro-4H-pyrazolo[1,5-d][1,4]diazepin-7(8H)-one COC=1N=C(C=C2C=C(N=CC12)NC1=NN2CC(N(CCC2=C1)C)=O)C1=C(C2=C(OCCN2)N=C1)C